3-(5-(4-(1-(4-aminophenyl)azetidin-3-yl)piperazin-1-yl)-1-oxoisoindolin-2-yl)piperidine-2,6-dione NC1=CC=C(C=C1)N1CC(C1)N1CCN(CC1)C=1C=C2CN(C(C2=CC1)=O)C1C(NC(CC1)=O)=O